4-(((R)-1-(3-(difluoromethyl)-2-fluorophenyl)ethyl)amino)-6-((S)-6,6-difluorospiro[2.5]octan-1-yl)-2-methyl-2,6-dihydropyrido[3,4-d]pyridazine-1,7-dione FC(C=1C(=C(C=CC1)[C@@H](C)NC1=NN(C(C=2C1=CN(C(C2)=O)[C@H]2CC21CCC(CC1)(F)F)=O)C)F)F